CC1(OB(OC1(C)C)C1=CC=C(C=C1)O)C 4-(4,4,5,5-tetramethyl-1,3,2-dioxaborolan-2-yl)phenol